N-phenyl-phenazine C1(=CC=CC=C1)N1C=2C=CC=CC2NC2=CC=CC=C12